methyl 3-[1-(tert-butoxycarbonyl)-2,5-dihydropyrrol-3-yl]-1-methylindazole-5-carboxylate C(C)(C)(C)OC(=O)N1CC(=CC1)C1=NN(C2=CC=C(C=C12)C(=O)OC)C